CN1S(C2=C(C(C3=C1C=CC=C3)=O)C=CC(=C2)S(=O)C)(=O)=O 6-Methyl-3-(methylsulfinyl)dibenzo[c,f][1,2]thiazepin-11(6H)-one 5,5-dioxide